CC1=C(C=C(C=2OC(OC21)C)C=2C=NC(=NC2)N2CCCC2)C(=O)NCC=2C(NC(=CC2SC)C)=O dimethyl-N-((6-methyl-4-(methylthio)-2-oxo-1,2-dihydropyridin-3-yl)methyl)-7-(2-(pyrrolidin-1-yl)pyrimidin-5-yl)benzo[d][1,3]dioxole-5-carboxamide